FC1=C(CC2=NC3=C(N2CCOC)C=C(C=C3)C(=O)O)C=C(C(=C1)C1=NC(=CC=C1)OCC1=C(C=C(C(=C1)F)F)F)F 2-(2,5-difluoro-4-(6-((2,4,5-trifluorobenzyl)oxy)pyridin-2-yl)benzyl)-1-(2-methoxyethyl)-1H-benzo[d]imidazole-6-carboxylic acid